2,4-dihydroxynitrophenol OC1=C(C=CC(=C1[N+](=O)[O-])O)O